N-(5-((6-((R)-3-(2,3-difluorophenyl)isoxazolidine-2-yl)pyrimidine-4-yl)amino)-2-((R)-3,4-dimethylpiperazine-1-yl)-4-methoxy-phenyl)acrylamide FC1=C(C=CC=C1F)[C@@H]1N(OCC1)C1=CC(=NC=N1)NC=1C(=CC(=C(C1)NC(C=C)=O)N1C[C@H](N(CC1)C)C)OC